2-(6-(5-Cyclopropyl-3-(2-(trifluoromethyl)phenyl)isoxazol-4-yl)-2-azaspiro[3.3]hept-5-en-2-yl)-4-fluorobenzo[d]thiazol C1(CC1)C1=C(C(=NO1)C1=C(C=CC=C1)C(F)(F)F)C1=CC2(CN(C2)C=2SC3=C(N2)C(=CC=C3)F)C1